1-methyl-5-[(2R,4S)-4-[7-methyl-6-(4-methyloxazol-2-yl)-4-[3-(trifluoromethyl)-1-bicyclo[1.1.1]pentanyl]pyrido[2,3-d]pyrimidin-2-yl]tetrahydropyran-2-yl]pyridin-2-one CN1C(C=CC(=C1)[C@@H]1OCC[C@@H](C1)C=1N=C(C2=C(N1)N=C(C(=C2)C=2OC=C(N2)C)C)C21CC(C2)(C1)C(F)(F)F)=O